C(C)OC(CC(=O)C1=C(C=C(C=C1)OC)COC)=O 3-[4-methoxy-2-(methoxymethyl)phenyl]-3-oxo-propionic acid ethyl ester